7-(5-(chlorodifluoromethyl)-1,2,4-oxadiazol-3-yl)-N-(methyl(oxo)(pyridazin-4-yl)-λ6-sulfaneylidene)imidazo[1,2-a]pyridine-2-carboxamide ClC(C1=NC(=NO1)C1=CC=2N(C=C1)C=C(N2)C(=O)N=S(C2=CN=NC=C2)(=O)C)(F)F